((((R)-2-hydroxypropyl)amino)methyl)-4H-pyrido[1,2-a]pyrimidin-4-one O[C@@H](CNCC=1N=C2N(C(C1)=O)C=CC=C2)C